2-(1-((t-butoxycarbonyl)(methyl)amino)methyl)cyclopropane C(C)(C)(C)OC(=O)N(CC1CC1)C